2-tert-butyl-4-chloro-5-(1-(2-oxo-4-phenyl-1-oxaspiro[4.5]dec-3-en-3-yl)ethylthio)pyridazin-3(2H)-one C(C)(C)(C)N1N=CC(=C(C1=O)Cl)SC(C)C=1C(OC2(C1C1=CC=CC=C1)CCCCC2)=O